N1C(CCC2=CC=CC=C12)=O 3,4-Dihydro-quinolinone